(S)-N-(4-hydroxyphenyl)-N-(3-methylbenzyl)-3-(6-(3-(morpholinomethyl)-1,2,3,4-tetrahydroisoquinoline-2-carbonyl)benzo[d][1,3]dioxol-5-yl)-5,6,7,8-tetrahydroindolizine-1-carboxamide OC1=CC=C(C=C1)N(C(=O)C=1C=C(N2CCCCC12)C1=CC2=C(OCO2)C=C1C(=O)N1CC2=CC=CC=C2C[C@H]1CN1CCOCC1)CC1=CC(=CC=C1)C